F[C@@H]1[C@@H]([C@]2(CN([C@@]1(C2)C)C)C)N(C2=NN=C(S2)C2=C(C=C(C=C2)N2C=NC=C2)O)C 2-(5-(((1R,4R,5R,6R)-6-fluoro-1,2,4-trimethyl-2-azabicyclo[2.2.1]heptan-5-yl)(methyl)amino)-1,3,4-thiadiazol-2-yl)-5-(1H-imidazol-1-yl)phenol